4-({1',2'-dihydrospiro[cyclopentane-1,3'-pyrrolo[2,3-b]pyridin]-1'-yl}sulfonyl)-N,N-dimethyl-benzene-1-sulfonamide N1(CC2(C=3C1=NC=CC3)CCCC2)S(=O)(=O)C2=CC=C(C=C2)S(=O)(=O)N(C)C